C(CCC)OCC1CSC(O1)=O 5-Butoxymethyl-1,3-oxathiolan-2-one